C(C)(C)(C)OC(=O)N1C(CNCC1)CC1=CC(=C(C=C1)[N+](=O)[O-])NCC(CCCOS(=O)(=O)C)C (3-((2-methyl-5-((methylsulfonyl)oxy)pentyl)amino)-4-nitrobenzyl)piperazine-1-carboxylic acid tert-butyl ester